C(C)(C)NC(CC1CCN(CC1)C1=CC(=C2C(=N1)C(=CS2)C(=O)NC)C(F)(F)F)=O 5-(4-(2-(isopropylamino)-2-oxoethyl)piperidin-1-yl)-N-methyl-7-(trifluoromethyl)thieno[3,2-b]pyridine-3-carboxamide